N-(4-(4-amino-5-(3-cyano-4-((5-fluoropyrimidin-2-yl)oxy)phenyl)-7-methyl-7H-pyrrolo[2,3-d]pyrimidin-6-yl)phenyl)methacrylamide NC=1C2=C(N=CN1)N(C(=C2C2=CC(=C(C=C2)OC2=NC=C(C=N2)F)C#N)C2=CC=C(C=C2)NC(C(=C)C)=O)C